5-bromo-1-(4-fluorophenyl)pyrrole-2-carbonitrile BrC1=CC=C(N1C1=CC=C(C=C1)F)C#N